tert-butyl 4-amino-4-(nitromethyl)piperidine-1-carboxylate NC1(CCN(CC1)C(=O)OC(C)(C)C)C[N+](=O)[O-]